FC(C1=CN=C2N1CCN(C2)C(=O)OC(C)(C)C)(F)F tert-butyl 3-(trifluoromethyl)-5,6-dihydroimidazo[1,2-a]pyrazine-7(8H)-carboxylate